methoxystearyl alcohol COCCCCCCCCCCCCCCCCCCO